(S)-2-((1R,4R)-2-Oxa-5-azabicyclo[2.2.2]octan-5-yl)-N-methyl-N-(2-((4aS,5aR)-5a-methyl-1,4,4a,5,5a,6-hexahydrocyclopropa[f]indazol-3-yl)-3H-imidazo[4,5-b]pyridin-6-yl)propanamide [C@H]12OC[C@H](N(C1)[C@H](C(=O)N(C=1C=C3C(=NC1)NC(=N3)C3=NNC=1C[C@@]4([C@H](CC31)C4)C)C)C)CC2